dioxaadamantane C1C2CC3CC1OC(C2)O3